ClC=1C=C(C=CC1C(=O)N1CCCC1)NC1CN(C1)C1CCN(CC1)C([C@](C(F)(F)F)(C1=CC=CC=C1)O)=O (S)-1-(4-(3-((3-chloro-4-(pyrrolidine-1-carbonyl)phenyl)amino)azetidin-1-yl)piperidin-1-yl)-3,3,3-trifluoro-2-hydroxy-2-phenylpropan-1-one